(S)-N-(3-Amino-1-(2-methyl-3-phenoxypropanoyl)-1H-indazol-6-yl)formamide NC1=NN(C2=CC(=CC=C12)NC=O)C([C@H](COC1=CC=CC=C1)C)=O